C(N1N=C(C(=C1)N)O[C@H]1COC[C@@H]1O[Si](C1=CC=CC=C1)(C1=CC=CC=C1)C(C)(C)C)([2H])([2H])[2H] 1-(methyl-d3)-3-(((3S,4S)-4-((tert-butyldiphenylsilyl)oxy)tetrahydrofuran-3-yl)oxy)-1H-pyrazol-4-amine